1-(METHOXYMETHYL)CYCLOBUTANECARBOXYLIC ACID COCC1(CCC1)C(=O)O